2-((1H-pyrrolo[2,3-b]pyrid-5-yl)oxy)-4-(2-(2-(2-isopropylphenyl)pyrrolidin-1-yl)-7-azaspiro[3.5]non-7-yl)benzoic acid N1C=CC=2C1=NC=C(C2)OC2=C(C(=O)O)C=CC(=C2)N2CCC1(CC(C1)N1C(CCC1)C1=C(C=CC=C1)C(C)C)CC2